COC(=O)C1=CC=C(\C=C/2\ON(OS2)CCCCCCC(=O)O)C=C1 (Z)-7-(5-(4-(methoxycarbonyl)benzylidene)-2,4-dioxathiazolidin-3-yl)heptanoic acid